2-(7-((1R,3s,5S)-9-azabicyclo[3.3.1]nonan-3-yl)-7H-pyrrolo[2,3-c]pyridazin-3-yl)-5-(1-methyl-1H-pyrazol-4-yl)phenol [C@H]12CC(C[C@H](CCC1)N2)N2C=CC1=C2N=NC(=C1)C1=C(C=C(C=C1)C=1C=NN(C1)C)O